N-(4-(benzyloxy)-3-methoxybenzyl)-2-methyl-1-propanamine C(C1=CC=CC=C1)OC1=C(C=C(CNCC(C)C)C=C1)OC